5-methyl-1-(1-methyl-1H-pyrazol-4-yl)-6-((3aR,5s,6aS)-2-(tetrahydro-2H-pyran-3-yl)octahydrocyclopenta[c]pyrrol-5-yl)-1H-indazole CC=1C=C2C=NN(C2=CC1C1C[C@@H]2[C@@H](CN(C2)C2COCCC2)C1)C=1C=NN(C1)C